4-(3-(tert-butylamino)-3-methylpyrrolidin-1-yl)-3-chloro-2,6-difluoro-N-(6-fluoropyridin-2-yl)benzenesulfonamide C(C)(C)(C)NC1(CN(CC1)C1=C(C(=C(C(=C1)F)S(=O)(=O)NC1=NC(=CC=C1)F)F)Cl)C